CC=1N(C2=CC(=CC=C2C1CN1CCN(CC1)C)C=O)C Dimethyl-3-((4-methylpiperazin-1-yl)methyl)-1H-indole-6-carbaldehyde